FC1=NC(=CC(=C1)OC1CN(C1)C=1C(=C(C(=O)O)C=CC1)N1C=CC=C1)F 3-(3-((2,6-difluoropyridin-4-yl)oxy)azetidin-1-yl)-2-(1H-pyrrol-1-yl)benzoic acid